[Na+].OC1=CC=C(C(=O)[O-])C=C1.[Na+].OC1=CC=C(C(=O)[O-])C=C1 sodium p-hydroxybenzoate sodium salt